7-(4-chlorophenyl)-5-(2-(4-chlorophenyl)-2-oxoethyl)-2-methylthiazolo[4,5-d]pyridazin-4(5H)-one ClC1=CC=C(C=C1)C=1C2=C(C(N(N1)CC(=O)C1=CC=C(C=C1)Cl)=O)N=C(S2)C